7-benzyl-4-(4-trifluoromethylbenzyl)-6,7,8,9-tetrahydrothieno[2,3-c][2,7]naphthyridine-5(4H)-one C(C1=CC=CC=C1)N1CCC=2C3=C(N(C(C2C1)=O)CC1=CC=C(C=C1)C(F)(F)F)SC=C3